9-(3-chlorophenyl)-6-methyl-1,4-dioxa-8-azaspiro[4.5]decane ClC=1C=C(C=CC1)C1NCC(C2(OCCO2)C1)C